ClC(CCOCCOCCNC(OC(C)(C)C)=O)=O tert-butyl (2-(2-(3-chloro-3-oxopropoxy)ethoxy)ethyl)-carbamate